4-chloro-N-(2-hydroxyphenyl)benzamide ClC1=CC=C(C(=O)NC2=C(C=CC=C2)O)C=C1